ClC1=NC(=CC(=N1)C(=O)NC1CCC(CC1)OC)Cl 2,6-dichloro-N-((1r,4r)-4-methoxycyclohexyl)pyrimidine-4-carboxamide